2-(3-((5-(3-(aminomethyl)phenyl)-1-(tert-butoxycarbonyl)-1H-indol-3-yl)methyl)-2-hydroxyphenyl)acetic acid NCC=1C=C(C=CC1)C=1C=C2C(=CN(C2=CC1)C(=O)OC(C)(C)C)CC=1C(=C(C=CC1)CC(=O)O)O